(2-hydroxy-1-(4-hydroxyphenyl)ethyl)carbamate OCC(C1=CC=C(C=C1)O)NC([O-])=O